F[C@H]1CN(CC1)C=O ((R)-3-fluoropyrrolidin-1-yl)methanone